CCCCCCCCCCCCCCCC/C=C\OC[C@H](COP(=O)([O-])OCC[N+](C)(C)C)OC(=O)CCCCCCC/C=C\CCCCCCC 1-(1Z-octadecenyl)-2-(9Z-heptadecenoyl)-glycero-3-phosphocholine